NC1=NC=2C=CC=CC2C2=C1N=C(N2OCCCCNC(=O)C2CCN(CC2)CCCCCCCCCCCCCCCC)CCCC N-(4-((4-amino-2-butyl-1H-imidazo[4,5-c]quinolin-1-yl)oxy)butyl)-1-hexadecylpiperidine-4-carboxamide